C1(CC1)C1=CC=C(C(=N1)C)N1CC(C1)NC1=NC=NC2=C1SC=1N=NC(=C(C12)C)C N-[1-(6-cyclopropyl-2-methyl-3-pyridinyl)azetidin-3-yl]-3,4-dimethyl-pyrimido[4',5':4,5]thieno[2,3-c]pyridazin-8-amine